[Zn].C(C)(=O)ON(CCN(OC(C)=O)OC(C)=O)OC(C)=O.[Na] Sodium ethylenediamine tetraacetate zinc salt